C(C)(C)C1=C(OC=2C(=NC(=NC2)NC2CCSCC2)N)C=C(C(=C1)OC)OC 5-(2-Isopropyl-4,5-dimethoxy-phenoxy)-N2-(tetrahydro-thiopyran-4-yl)-pyrimidine-2,4-diamine